[Si](C)(C)(C(C)(C)C)OCCN1CC(C=2C3=C(C(NC2C1)=O)C=C(C(=C3)F)F)N(C(=O)NC3=CC(=C(C=C3)F)Cl)C 1-(3-(2-((tert-butyldimethylsilyl)oxy)ethyl)-8,9-difluoro-6-oxo-1,2,3,4,5,6-hexahydrobenzo[c][1,7]naphthyridin-1-yl)-3-(3-chloro-4-fluorophenyl)-1-methylurea